C(C)(=O)NC=1C(=C(C(=O)[O-])C(=C(C1I)NC(C)=O)I)I.[Na+] sodium 3,5-diacetamido-2,4,6-triiodobenzoate